CC1=CC=C(C=C1)I 4-Methyl-iodobenzene